7,7-DIMETHOXYHEPTANAL COC(CCCCCC=O)OC